C(C)(C)(C)C(C(=O)[O-])C(C)(C)C di-tert-butylacetate